5-(1-((1r,4r)-4-(cyanomethyl)cyclohexyl)-1,6-dihydroimidazo[4,5-d]pyrrolo[2,3-b]pyridin-2-yl)picolinenitrile C(#N)CC1CCC(CC1)N1C(=NC=2C1=C1C(=NC2)NC=C1)C=1C=CC(=NC1)C#N